C1(CC1)[C@@H]1N[C@@H](CC(C1)=O)C=1N=NN(C1)C (2R,6S)-2-cyclopropyl-6-(1-methyltriazol-4-yl)piperidin-4-one